2,6-dichloro-4-(6-(4-methyl-4H-1,2,4-triazol-3-yl)-2-oxaspiro[3.3]heptan-6-yl)pyridine ClC1=NC(=CC(=C1)C1(CC2(COC2)C1)C1=NN=CN1C)Cl